C(#N)C(C(=S)O)CC(C)C(=S)SCC Cyano-4-(ethylthiothiocarbonyl)thiopentanoic acid